(pyrrolidin-1-yl)quinoxalin N1(CCCC1)C1=NC2=CC=CC=C2N=C1